(E)-N-(4-chlorophenyl)-3-(5-(4-chlorophenyl)-1-(2,4-dichlorophenyl)-4-methyl-1H-pyrazole-3-yl)acryl-amide ClC1=CC=C(C=C1)NC(\C=C\C1=NN(C(=C1C)C1=CC=C(C=C1)Cl)C1=C(C=C(C=C1)Cl)Cl)=O